O(C1=CC=CC=C1)C1=CC=C(C=C1)C1=NN(C2=NC=NC=C21)C[C@@H]2N(CC2)C(C#CC)=O (R)-1-(2-((3-(4-phenoxyphenyl)-1H-pyrazolo[3,4-d]pyrimidin-1-yl)methyl)azetidin-1-yl)but-2-yn-1-one